(E)-[2-(trifluoromethyl)pyrimidin-5-yl]methylene-propane-2-sulfinamide FC(C1=NC=C(C=N1)\C=C\C(C)S(=O)N)(F)F